N=1C=NN2C1C=C(C=C2)OC2=C(C=C(C=C2)NC2=NC=NC1=CC=C(C=C21)NC(=S)NC(CO)(C)C)C 1-(4-((4-([1,2,4]triazolo[1,5-a]pyridin-7-yloxy)-3-methylphenyl)amino)quinazolin-6-yl)-3-(1-hydroxy-2-methylpropan-2-yl)thiourea